C(C(=O)O)N(CC(=O)O)CP(=O)(O)O The molecule is a tertiary amino compound that consists of iminodiacetic acid bearing an N-phosphonomethyl substituent. It is a glycine derivative, an amino dicarboxylic acid, a member of phosphonic acids and a tertiary amino compound.